C(C)(C)S(=O)(=O)C1=C(C=CC=C1)NC=1N=C(N=NC1C(=O)N)NC=1C=C2CCN(CC2=CC1OC)C ((2-(isopropylsulfonyl)phenyl)amino)-3-((7-methoxy-2-methyl-1,2,3,4-tetrahydroisoquinolin-6-yl)amino)-1,2,4-triazine-6-carboxamide